10-bromo-8-methyl-4,5-dihydro-3H,6H-2,2a,5a-triazaaceanthrylen-6-one BrC=1C=C(C=C2C(N3CCCN4N=CC(C12)=C43)=O)C